COC(C(CC=O)(C)C)=O 2-Methyl-2-methyl-4-oxobutanoic acid methyl ester